ethyl 2-diethoxyphosphoryl-4,4,4-trifluoro-butanoate C(C)OP(=O)(OCC)C(C(=O)OCC)CC(F)(F)F